N-(5-fluoropyrimidin-4-yl)-2-(2-methylsulfanyl-5-oxo-8-propan-2-ylpyrido[2,3-d]pyridazin-6-yl)acetamide FC=1C(=NC=NC1)NC(CN1N=C(C2=C(C1=O)C=CC(=N2)SC)C(C)C)=O